dimethoxybenzyl alcohol COC1=C(C=C(C=C1)CO)OC